2-(4-chlorophenyl)-3-(pyridin-4-yl)-6,7-dihydropyrazolo[1,5-a]pyrazin ClC1=CC=C(C=C1)C1=NN2C(C=NCC2)=C1C1=CC=NC=C1